(4-(5-chlorooxazolo[4,5-b]pyridin-2-yl)piperazin-1-yl)(6-(1,1-difluoro-5-azaspiro[2.4]heptan-5-yl)-5-fluoropyridin-3-yl)methanone ClC1=CC=C2C(=N1)N=C(O2)N2CCN(CC2)C(=O)C=2C=NC(=C(C2)F)N2CC1(CC1(F)F)CC2